FC1=NC(=C2N=CN(C2=N1)C1OCC1)NCC1=CC(=C(C(=C1)F)F)F 2-fluoro-6-[(3,4,5-trifluorobenzyl)amino]-9-(oxetan-2-yl)-9H-purine